COC1=C(C=CC=C1)[C@H](CN1C(N(C(C2=C1SC(=C2C)C=2OC=CN2)=O)C(C(=O)O)(C)C)=O)OC2CCOCC2 2-[1-{(2R)-2-(2-methoxyphenyl)-2-[(oxan-4-yl)oxy]ethyl}-5-methyl-6-(1,3-oxazol-2-yl)-2,4-dioxo-1,4-dihydrothieno[2,3-d]pyrimidin-3(2H)-yl]-2-methylpropanoic acid